2-(((4-methoxy-3,5-dimethylpyridin-2-yl)methyl)amino)-3-(4-methoxybenzyl)-3,4-dihydroquinazoline-7-carboxylic acid methyl ester COC(=O)C1=CC=C2CN(C(=NC2=C1)NCC1=NC=C(C(=C1C)OC)C)CC1=CC=C(C=C1)OC